[Na].N1=CNC(C=C1)=O pyrimidin-4-one monosodium salt